C1(=CC=CC=C1)C=1OC=C(C1C(=O)O)C(=O)O 2-phenyl-furan-3,4-dicarboxylic acid